ClC1=C(C=C(OCC(=O)NC2[C@@H]3CN(C[C@H]23)C=2OC(=NN2)C2=CC=C(C=C2)Cl)C=C1)F 2-(4-chloro-3-fluorophenoxy)-N-[(1r,5s,6r)-3-[5-(4-chlorophenyl)-1,3,4-oxadiazol-2-yl]-3-azabicyclo[3.1.0]hex-6-yl]acetamide